CS(=O)(=O)OCC1=NC2=C(N1C)C=C(C(=C2Cl)C2=CC=CN1C(=CC=C21)C(C2=CC(=C(C(=C2)F)N)F)=O)C(F)(F)F (5-(3-(4-amino-3,5-difluorobenzoyl)indolizin-8-yl)-4-chloro-1-methyl-6-(trifluoromethyl)-1H-benzo[d]imidazol-2-yl)methyl methanesulfonate